2,2':6',2'':6'',2''':6''',2''''-quinquepyridine N1=C(C=CC=C1)C1=NC(=CC=C1)C1=NC(=CC=C1)C1=NC(=CC=C1)C1=NC=CC=C1